(3S,4R)-3-[(5-{4-[(4-chloropyridin-2-yl)oxy]phenyl}-1,3,4-oxadiazol-2-yl)amino]-4-(2,6-difluoro-4-methoxyphenyl)pyrrolidin-2-one ClC1=CC(=NC=C1)OC1=CC=C(C=C1)C1=NN=C(O1)N[C@@H]1C(NC[C@H]1C1=C(C=C(C=C1F)OC)F)=O